2-(4-{5-[5-fluoro-6-(2-methoxyethoxy)-1H-indazol-3-yl]-1,2-oxazol-3-yl}benzoyl)-7-(oxetan-3-yl)-2,7-diazaspiro[3.5]nonane FC=1C=C2C(=NNC2=CC1OCCOC)C1=CC(=NO1)C1=CC=C(C(=O)N2CC3(C2)CCN(CC3)C3COC3)C=C1